(1R,4R,7R)-2-azabicyclo[2.2.1]hept-7-ylcarbamic acid tert-butyl ester C(C)(C)(C)OC(N[C@H]1[C@@H]2NC[C@H]1CC2)=O